((1r,3r)-3-((5-(1-(2,2-difluoroethyl)-2-methyl-1H-imidazo[4,5-b]pyridin-6-yl)pyrrolo[2,1-f][1,2,4]triazin-2-yl)amino)-1-methylcyclobutyl)(pyrrolidin-1-yl)methanone FC(CN1C(=NC2=NC=C(C=C21)C=2C=CN1N=C(N=CC12)NC1CC(C1)(C)C(=O)N1CCCC1)C)F